O=C1N(CCCC1)C=1C=C2C(=CC=NC2=CC1)C(=O)O 6-(2-Oxopiperidin-1-yl)quinoline-4-carboxylic acid